ClC1=CC=C(C=C1)[C@@H](NC(=O)[C@H]1NC(NC1)=O)C1=NC=C(C(=C1)C(F)(F)F)F |o1:7| (S)-N-((R or S)-(4-chlorophenyl)(5-fluoro-4-(trifluoromethyl)pyridin-2-yl)methyl)-2-oxo-imidazolidine-4-carboxamide